BrC=1C=CC(=NC1C)CC(=O)NC1=CNC2=CC=C(C=C12)F 2-(5-bromo-6-methylpyridin-2-yl)-N-(5-fluoro-1H-indol-3-yl)acetamide